1-[(1R)-2-hydroxy-1-(4-pyridyl)ethyl]-1-methyl-urea OC[C@@H](C1=CC=NC=C1)N(C(=O)N)C